(2S,6R)-2-hydroxy-2-methyl-6-methylamino-6-(4-(trifluoromethyl)phenyl)cyclohexan-1-one benzenesulfonate C1(=CC=CC=C1)S(=O)(=O)O.O[C@@]1(C([C@@](CCC1)(C1=CC=C(C=C1)C(F)(F)F)NC)=O)C